(5-hexenyl)tris(trimethylsiloxy)silane C(CCCC=C)[Si](O[Si](C)(C)C)(O[Si](C)(C)C)O[Si](C)(C)C